BrC1=CC2=C(C(=NO2)C)C=C1 6-bromo-3-methylbenzo[d]isoxazole